2-chloro-N-(2-cyano-4-methoxy-phenyl)-N-[(4-fluorophenyl)methyl]acetamide ClCC(=O)N(CC1=CC=C(C=C1)F)C1=C(C=C(C=C1)OC)C#N